FC1=NC=CC=C1[C@H](C)N1N=NC=2C1=NC(=CC2)NC2=NNC(=C2)OC (S)-3-(1-(2-fluoropyridin-3-yl)ethyl)-N-(5-methoxy-1H-pyrazol-3-yl)-3H-[1,2,3]triazolo[4,5-b]pyridin-5-amine